3-[4-(1,3-thiazol-5-yl)phenyl]-5-(trifluoromethyl)-4H-1,2-oxazol-5-ol S1C=NC=C1C1=CC=C(C=C1)C1=NOC(C1)(O)C(F)(F)F